ClC1=CC=C(C=N1)CN1CCN2C1=C(C(CC2O)C)[N+](=O)[O-] 1-[(6-chloropyridin-3-yl)methyl]-7-methyl-8-nitro-1,2,3,5,6,7-hexahydroimidazo[1,2-A]pyridin-5-ol